CC1=C(N)C=CC=C1 2-Methyl-aniline